COC(=O)[C@@H]1CC[C@H](CC1)C(=O)OC(C)(C)C (trans)-cyclohexane-1,4-dicarboxylic acid tert-butyl methyl ester